di-n-octyl-bis-(2-methoxyethoxy)silane C(CCCCCCC)[Si](OCCOC)(OCCOC)CCCCCCCC